ClC=1C=C(C=CC1C)C1=CC=CC=C1 3-Chloro-4-methyl-1,1'-biphenyl